CC1=C(C(=CC(=C1)C)C)CC(=O)Cl 2,4,6-trimethylphenylacetyl chloride